N[C@H](C(C(=O)NC1CC1)O)CC=1C=NC=CC1 (3S)-3-amino-N-cyclopropyl-2-hydroxy-4-(pyridin-3-yl)butanamide